4,6-difluoro-7-methoxybenzo[d]thiazol-2-amine FC1=CC(=C(C2=C1N=C(S2)N)OC)F